(5RS)-2-{[3-Chloro-5-(trifluoromethyl)pyridin-2-yl]methyl}-5-[(3-hydroxyazetidin-1-yl)carbonyl]-5,6,7,8-tetrahydro[1,2,4]triazolo[4,3-a]pyridin-3(2H)-one ClC=1C(=NC=C(C1)C(F)(F)F)CN1N=C2N([C@H](CCC2)C(=O)N2CC(C2)O)C1=O |r|